benzyl (3S)-3-(cyanomethyl)-3,4-dihydroisoquinoline-2(1H)-carboxylate C(#N)C[C@H]1N(CC2=CC=CC=C2C1)C(=O)OCC1=CC=CC=C1